(1RS,3SR)-5'-Bromo-4'-chloro-1'-(4-methoxybenzyl)-3-methyl-1',2'-dihydrospiro[cyclopentane-1,3'-pyrrolo[2,3-b]pyridine]-3-carbonitrile BrC=1C(=C2C(=NC1)N(C[C@]21C[C@](CC1)(C#N)C)CC1=CC=C(C=C1)OC)Cl |r|